BrC=1C(=CC(=C(C1)S(=O)(=O)N(C=1SC=CN1)CC1=C(C=C(C=C1)OC)OC)F)NCC1=C(C=C(C=C1)Cl)N1CCCC1 5-bromo-4-((4-chloro-2-(pyrrolidin-1-yl)benzyl)amino)-N-(2,4-dimethoxybenzyl)-2-fluoro-N-(thiazol-2-yl)benzenesulfonamide